ethyl (R)-1-((4-hydroxy-1-(3-phenylbutyryl) piperidin-4-yl) methyl)-6-oxo-4-phenyl-1,6-dihydropyridine-3-carboxylate OC1(CCN(CC1)C(C[C@@H](C)C1=CC=CC=C1)=O)CN1C=C(C(=CC1=O)C1=CC=CC=C1)C(=O)OCC